C(=O)C=1SC=C(N1)C1=CC(=CC=2C=COC21)COC2=C(C=CC=C2)CC(=O)OCC ethyl 2-(2-((7-(2-formylthiazol-4-yl)benzofuran-5-yl)methoxy)phenyl)acetate